FC(OC1=C(C=C(C=C1)C1=C(C2=C(CCC1)C=C(C=C2)C(=O)OC)C=2C=NC(=CC2)O[C@@H]2CN(CC2)CCCF)F)F methyl 6-[4-(difluoromethoxy)-3-fluoro-phenyl]-5-[6-[(3S)-1-(3-fluoropropyl) pyrrolidin-3-yl] oxy-3-pyridyl]-8,9-dihydro-7H-benzo[7]annulene-2-carboxylate